CC1(OC2=C(C1=O)C=CC(=C2)NC2=NC=C(C(=N2)SC)C2=NC(=NO2)C)C 2,2-dimethyl-6-(5-(3-methyl-1,2,4-oxadiazol-5-yl)-4-(methylthio)pyrimidin-2-ylamino)benzofuran-3(2H)-one